6-hydroxy-4-[3-(methylsulfonamido)benzyl]-5-oxo-4,5-dihydrothieno[3,2-b]pyridine-7-carboxylic acid OC1=C(C2=C(N(C1=O)CC1=CC(=CC=C1)NS(=O)(=O)C)C=CS2)C(=O)O